(3R,4aR,8aR)-5,8a-dimethyl-3-prop-1-en-2-yl-2,3,4,4a,7,8-hexahydro-1H-naphthalene CC=1[C@@H]2C[C@@H](CC[C@]2(CCC1)C)C(=C)C